OCC1(CCOCC1)NC(=O)C1=C(OC2=C1C=C(C(=C2)C)OCC2=C(N=CS2)C)C N-(4-(Hydroxymethyl)Tetrahydro-2H-Pyran-4-Yl)-2,6-Dimethyl-5-((4-Methylthiazol-5-Yl)Methoxy)-Benzofuran-3-Carboxamide